3-Chloro-methylpyridin ClC=1C(=NC=CC1)C